(E)-4-fluoro-2-isopropyl-5-[2-(pyridin-2-yl)vinyl]benzene-1,3-diol FC1=C(C(=C(C=C1\C=C\C1=NC=CC=C1)O)C(C)C)O